C1=C(C=CC=2C3=CC=CC=C3CC12)NC1=NC(=NC2=CC=C(C=C12)NC(C1=CC=C(C=C1)C(F)(F)F)=O)C1=CC=CC2=CC=CC=C12 N-(4-((9H-fluoren-2-yl)amino)-2-(naphthalen-1-yl)quinazolin-6-yl)-4-(trifluoromethyl)benzamide